tert-Butyl (1S,3R)-1-(5-((1-(tert-butoxycarbonyl)azetidin-3-yl)methyl) thiophen-2-yl)-3-methyl-2-(2,2,3-trifluoropropyl)-1,2,3,4-tetrahydro-9H-pyrido[3,4-b]indole-9-carboxylate C(C)(C)(C)OC(=O)N1CC(C1)CC1=CC=C(S1)[C@H]1N([C@@H](CC2=C1N(C1=CC=CC=C21)C(=O)OC(C)(C)C)C)CC(CF)(F)F